CN1C(CC(CC1(C)C)OC(C(C(=O)OC1CC(N(C(C1)(C)C)C)(C)C)(CCCC)CC1=CC(=C(C(=C1)C(C)(C)C)O)C(C)(C)C)=O)(C)C bis(1,2,2,6,6-pentamethyl-4-piperidyl)-2-(3,5-di-t-butyl-4-hydroxybenzyl)-2-n-butylmalonate